N-[3-cyano-1-(4-methylbenzyl)-1H-indol-5-yl]-6-oxo-1,6-dihydropyrimidine-4-carboxamide C(#N)C1=CN(C2=CC=C(C=C12)NC(=O)C=1N=CNC(C1)=O)CC1=CC=C(C=C1)C